tert-butyl 3-((6-chloro-1-(tetrahydro-2H-pyran-2-yl)-1H-pyrazolo[4,3-c]pyridin-3-yl)amino)pyrrolidine-1-carboxylate ClC1=CC2=C(C=N1)C(=NN2C2OCCCC2)NC2CN(CC2)C(=O)OC(C)(C)C